[Br-].C(C=C)(=O)NCCCC[N+](CC)(CC)CC acryloylaminobutyltriethylammonium bromide